2-(6-{[(2R)-2-hydroxypropyl]amino}-5-methylpyridazin-3-yl)-5-(trifluoromethyl)phenol O[C@@H](CNC1=C(C=C(N=N1)C1=C(C=C(C=C1)C(F)(F)F)O)C)C